6-bromo-N-(4-((dimethylamino)methyl)pyridin-2-yl)benzo[d]thiazol-2-amine BrC1=CC2=C(N=C(S2)NC2=NC=CC(=C2)CN(C)C)C=C1